ClC=1C(=CC(=C2C=CNC12)C=1N(N=C2C1CN(CC2)C2=NC=C(C=N2)C(F)(F)F)C2=C(C=CC=C2CC)CC)F 3-(7-chloro-6-fluoro-1H-indol-4-yl)-2-(2,6-diethylphenyl)-5-[5-(trifluoromethyl)pyrimidin-2-yl]-6,7-dihydro-4H-pyrazolo[4,3-c]Pyridine